[3-(dimethylaminosulfonyl) phenyl] methanesulfonate CS(=O)(=O)OC1=CC(=CC=C1)S(=O)(=O)N(C)C